2-(6-((1H-indazol-4-yl)methyl)-4-methyl-5-oxo-5,6-dihydro-4H-thiazolo[5',4':4,5]pyrrolo[2,3-d]pyridazin-2-yl)-2-hydroxy-2-phenylacetamide N1N=CC2=C(C=CC=C12)CN1N=CC2=C(C1=O)N(C1=C2SC(=N1)C(C(=O)N)(C1=CC=CC=C1)O)C